(2R,3S,4R,5R)-5-cyano-4-hydroxy-5-(4-((R)-2-methylbutanamido)pyrrolo[2,1-f][1,2,4]triazin-7-yl)-2-((2-phenylacetoxy)methyl)tetrahydrofuran C(#N)[C@@]1([C@@H](C[C@@H](O1)COC(CC1=CC=CC=C1)=O)O)C1=CC=C2C(=NC=NN21)NC([C@@H](CC)C)=O